(S)-3-((benzyloxy)methyl)-3-((S)-4-isopropyl-2-oxooxazolidine-3-carbonyl)pyrrolidine-1-carboxylic acid tert-butyl ester C(C)(C)(C)OC(=O)N1C[C@](CC1)(C(=O)N1C(OC[C@@H]1C(C)C)=O)COCC1=CC=CC=C1